7-methyl-1,5,7-triazabicyclo[4.4.0]dec-5-enium acetate trihydrate O.O.O.C(C)(=O)[O-].CN1C2=NCCC[NH+]2CCC1